(+/-)-trans-tert-butyl 3-(hydroxymethyl)-4-(4-methoxyphenyl)pyrrolidine-1-carboxylate OC[C@@H]1CN(C[C@H]1C1=CC=C(C=C1)OC)C(=O)OC(C)(C)C |r|